FC1=CC=C(C=N1)C=1C=2N(C=C(C1)B1OC(C(O1)(C)C)(C)C)N=CC2C#N 4-(6-fluoropyridin-3-yl)-6-(4,4,5,5-tetramethyl-1,3,2-dioxaborolan-2-yl)pyrazolo[1,5-a]pyridine-3-carbonitrile